3-fluoro-2-fluoromethyl-propionate FCC(C(=O)[O-])CF